[Cl-].[Cl-].[Cl-].[Cl-].C[C-]1C(=C(C(=C1C)C)C)C.C[C-]1C(=C(C(=C1C)C)C)C bis(1,2,3,4,5-pentamethylcyclopenta-2,4-dien-1-ide) tetrachloride